C(\C=C(/C)\CCC=C(C)C)OC=1C(OC2=CC(=CC=C2C1)OC)=O geranyloxy-7-methoxycoumarin